3-bromo-2-chloroprop-1-ene BrCC(=C)Cl